tert-butyl (4-((4-([1,2,4]triazolo[1,5-a]pyridin-7-yloxy)-3-methylphenyl)amino)-5-fluoroquinazolin-6-yl)carbamate N=1C=NN2C1C=C(C=C2)OC2=C(C=C(C=C2)NC2=NC=NC1=CC=C(C(=C21)F)NC(OC(C)(C)C)=O)C